[6-(5-chloro-1,3-benzothiazol-2-yl)spiro[3.3]heptan-2-yl]-2-methoxy-pyridine-4-carboxamide ClC=1C=CC2=C(N=C(S2)C2CC3(CC(C3)C=3C(=NC=CC3C(=O)N)OC)C2)C1